C1(=CC=C(C=C1)B(O)O)B(O)O 1,4-Benzenediboronic acid